CSC#N Thiocyanic acid methyl ester